C(C1=CC(O)=C(O)C(O)=C1)(=O)OC([C@]([C@]([C@@]([C@](C(=O)C(C1=CC(O)=C(O)C(O)=C1)=O)(OC(C1=CC(O)=C(O)C(O)=C1)=O)C(C1=CC(O)=C(O)C(O)=C1)=O)(OC(C1=CC(O)=C(O)C(O)=C1)=O)C(C1=CC(O)=C(O)C(O)=C1)=O)(OC(C1=CC(O)=C(O)C(O)=C1)=O)C(C1=CC(O)=C(O)C(O)=C1)=O)(OC(C1=CC(O)=C(O)C(O)=C1)=O)C(C1=CC(O)=C(O)C(O)=C1)=O)(C(C1=CC(O)=C(O)C(O)=C1)=O)C(C1=CC(O)=C(O)C(O)=C1)=O dodecagalloyl-glucose